N7-benzyl-inosine 5'-diphosphate triethylammonium salt C(C)[NH+](CC)CC.P([O-])(=O)(OP(=O)([O-])[O-])OC[C@@H]1[C@H]([C@H]([C@@H](O1)N1C=[N+](C=2C(O)=NC=NC12)CC1=CC=CC=C1)O)O.C(C)[NH+](CC)CC